(4-(4-(ethylcarbamoyl)-6-(1-(3'-(trifluoromethyl)-[1,1'-biphenyl]-3-yl)-1H-1,2,3-triazol-4-yl)pyridin-2-yl)-1H-1,2,3-triazol-1-yl)-3-(trifluoromethyl)-[1,1'-biphenyl]-4-carboxylic acid C(C)NC(=O)C1=CC(=NC(=C1)C=1N=NN(C1)C=1C=C(C=CC1)C1=CC(=CC=C1)C(F)(F)F)C=1N=NN(C1)C1=C(C=CC(=C1C(F)(F)F)C(=O)O)C1=CC=CC=C1